N4-(5-cyclopropyl-2-methoxy-4-(4-(4-methylpiperazin-1-yl)piperidin-1-yl)phenyl)-N6-(2-(2-fluorophenyl)pyridin-4-yl)pyrimidine-4,6-diamine C1(CC1)C=1C(=CC(=C(C1)NC1=NC=NC(=C1)NC1=CC(=NC=C1)C1=C(C=CC=C1)F)OC)N1CCC(CC1)N1CCN(CC1)C